2-(methanesulfonyl)ethyl ethanesulfonate C(C)S(=O)(=O)OCCS(=O)(=O)C